tert-butyl 4-[7-({8-fluoro-2-methylimidazo[1,2-a]pyridin-6-yl}carbamoyl)-2-(1-hydroxypropan-2-yl)indazol-4-yl]piperazine-1-carboxylate FC=1C=2N(C=C(C1)NC(=O)C1=CC=C(C3=CN(N=C13)C(CO)C)N1CCN(CC1)C(=O)OC(C)(C)C)C=C(N2)C